(2,4,6-trimethylbenzoyl)-phenylphosphinic acid ethyl ester C(C)OP(=O)(C1=CC=CC=C1)C(C1=C(C=C(C=C1C)C)C)=O